C(C)(C)(C)C1CCC(CC1)CN 4-tert-butylcyclohexylmethylamine